N-(4-{[6-(5-Chloro-2-Fluorophenyl)-3-Methylpyridazin-4-yl]Amino}Pyridin-2-yl)Cyclopropanecarboxamid ClC=1C=CC(=C(C1)C1=CC(=C(N=N1)C)NC1=CC(=NC=C1)NC(=O)C1CC1)F